N-Methoxy-N,4-dimethyl-isothiazole-5-carboxamide CON(C(=O)C1=C(C=NS1)C)C